FC(F)N(N)C(C1=CC=CC=C1)=O (difluoromethyl)benzoyl-hydrazine